(S)-2-(5-(3-methylmorpholinyl)-2-nitrophenyl)acetate C[C@@H]1N(CCOC1)C=1C=CC(=C(C1)CC(=O)[O-])[N+](=O)[O-]